(pyridin-4-yl)methane N1=CC=C(C=C1)C